C(C)(C)(C)OC([C@H](C(C)C1=C(C(=CC=C1F)C)C)NS(=O)(=O)C1=C(C(=O)OC)C=C(C=C1O)Cl)=O methyl 2-(N-((2S)-1-(tert-butoxy)-3-(6-fluoro-2,3-dimethylphenyl)-1-oxobutan-2-yl) sulfamoyl)-5-chloro-3-hydroxybenzoate